(S)-1-(4-pyridyl)-1,3-propylene glycol N1=CC=C(C=C1)[C@H](CCO)O